ON1C(CC(CC1(C)C)CCCCCCCCCCCCN1C(CCC1=O)=O)(C)C N-(1-oxyl-2,2,6,6-tetramethylpiperidin-4-yl)dodecylsuccinimide